C/C(/C=O)=C\CC1=C(CCCC1(C)C)C 2-methyl-4-(2,6,6-trimethyl-1-cyclohexen-1-yl)-crotonaldehyde